C(=O)C1=C(C=C2CCN(CC2=C1)C(=O)[O-])O 7-formyl-6-hydroxy-3,4-dihydro-1H-isoquinoline-2-carboxylate